CC1(C=CO[Si](OC)(OC)CCCN)CC(=CC=C1)C 1,3-dimethylbenzylidene-3-aminopropyl-trimethoxysilane